1-[3-[4-[3-[3-amino-6-(2-hydroxyphenyl)pyridazin-4-yl]-3,8-diazabicyclo[3.2.1]oct-8-yl]-2-pyridinyl]prop-2-ynyl]-3-methylazepin-3-ol NC=1N=NC(=CC1N1CC2CCC(C1)N2C2=CC(=NC=C2)C#CCN2CC(C=CC=C2)(O)C)C2=C(C=CC=C2)O